N-((2S,3S)-2-((2-fluoro[biphenyl]-3-yl)methyl)pyrrolidin-3-yl)ethanesulfonamide hydrochloride Cl.FC1=C(C=CC=C1C[C@@H]1NCC[C@@H]1NS(=O)(=O)CC)C1=CC=CC=C1